NCCNCCO[Si](OC)(OC)C1=CC=C(C=C1)OCC (aminoethylaminomethyl)phenetyltrimethoxysilane